2-ethyl-hexan-1,3-diol C(C)C(CO)C(CCC)O